7-chloro-2-(methylsulfanyl)-4-{[(1-{[2-(trimethylsilyl)ethoxy]methyl}pyrrolo[2,3-b]pyridin-3-yl)methyl]amino}pyrano[4,3-d]pyrimidin-5-one ClC1=CC=2N=C(N=C(C2C(O1)=O)NCC1=CN(C2=NC=CC=C21)COCC[Si](C)(C)C)SC